CC1=C(C2=C(N=CN=C2NC2(CC2)C)O1)C(=O)N1CCC(CC1)C=1C=NN(C1)C 6-methyl-5-[4-(1-methyl-1H-pyrazol-4-yl)piperidine-1-carbonyl]-N-(1-methylcyclopropyl)furo[2,3-d]pyrimidin-4-amine